cyclopentyl-2,2,2-trifluoroethan-1-amine hydrochloride Cl.C1(CCCC1)C(C(F)(F)F)N